C1(CCC1)COC1CN(CCC1)C1CCN(CC1)C=1SC(=CN1)C(=O)NCC1=NC=C(C=C1F)F [3-(cyclobutylmethoxy)[1,4'-bipiperidine]-1'-yl]-N-[(3,5-difluoropyridin-2-yl)methyl]-1,3-thiazole-5-carboxamide